C(CCCC[C@@H]1SC[C@@H]2NC(=O)N[C@H]12)(=O)[O-].[Mg+2].[Mg+2] magnesium hemi-biotinate